2-(1-(3-(3-fluorophenyl)-1-methyl-1H-indazole-7-carbonyl)piperidin-4-yl)isoindolin-1-one FC=1C=C(C=CC1)C1=NN(C2=C(C=CC=C12)C(=O)N1CCC(CC1)N1C(C2=CC=CC=C2C1)=O)C